ClCCCC(=O)N(C1=NNC(=C1)C(F)(F)F)C 4-chloro-N-methyl-N-[5-(trifluoromethyl)-1H-pyrazol-3-yl]butanamide